1-(4-(trans-2-phenylcyclopropanecarbonyl)piperazin-1-yl)-2-(p-tolylthio)ethanone C1(=CC=CC=C1)[C@H]1[C@@H](C1)C(=O)N1CCN(CC1)C(CSC1=CC=C(C=C1)C)=O